4-{N-[(2-aminoquinolin-7-yl)methyl]acetamido}-1-methyl-1H-pyrazole-3-carboxamide NC1=NC2=CC(=CC=C2C=C1)CN(C(C)=O)C=1C(=NN(C1)C)C(=O)N